FC=1C=C2C(=C(C=NC2=CC1)C(=O)N1C[C@@H](N(CC1)S(=O)(=O)C)C)N1CCC(CC1)(C#N)C (S)-1-(6-Fluoro-3-(3-methyl-4-(methylsulfonyl)piperazine-1-carbonyl)quinolin-4-yl)-4-methylpiperidine-4-carbonitrile